CN1N=C2N=CC(=CC2=C1)C1=CC=C2C(=N1)SC(=C2)[C@@H](O)[C@@H]2COCC2 (S)-(6-(2-methyl-2H-pyrazolo[3,4-b]pyridin-5-yl)thieno[2,3-b]pyridin-2-yl)((3S)-tetrahydro-3-furanyl)methanol